ClC=1C=C(C=2C(=NSN2)C1)C1=NN=C(N1C)C1=C(C=CC=C1F)F 6-chloro-4-(5-(2,6-difluorophenyl)-4-methyl-4H-1,2,4-triazol-3-yl)benzo[c][1,2,5]thiadiazole